(1S,2R)-2-((S)-8-((1-Isopropyl-1H-1,2,3-triazol-4-yl)methoxy)-5-methyl-1-((1-oxoisoindolin-2-yl)methyl)-1,2,3,4-tetrahydroisochinolin-2-carbonyl)cyclohexan C(C)(C)N1N=NC(=C1)COC=1C=CC(=C2CCN([C@@H](C12)CN1C(C2=CC=CC=C2C1)=O)C(=O)C1CCCCC1)C